(2E,3E)-2-(amino((2-aminophenyl)thio)methylene)-3-(amino((3-aminophenyl)thio)methylene)succinonitrile N/C(/SC1=C(C=CC=C1)N)=C(\C#N)/C(/C#N)=C(\SC1=CC(=CC=C1)N)/N